1,2-di(methoxycarbonyloxy)ethane COC(=O)OCCOC(=O)OC